(+)-(3S,5R,6R)-3-allyl-5-(3-chlorophenyl)-6-(4-chlorophenyl)-3-methyltetrahydro-2h-pyran-2-one C(C=C)[C@@]1(C(O[C@H]([C@H](C1)C1=CC(=CC=C1)Cl)C1=CC=C(C=C1)Cl)=O)C